2-ethyl-pyridin C(C)C1=NC=CC=C1